2-(3,5-Dichloro-4-((2-(4-fluoro-3-methylphenyl)-4-methylquinolin-6-yl)oxy)phenyl)-3,5-dioxo-2,3,4,5-tetrahydro-1,2,4-triazine-6-carbonitrile ClC=1C=C(C=C(C1OC=1C=C2C(=CC(=NC2=CC1)C1=CC(=C(C=C1)F)C)C)Cl)N1N=C(C(NC1=O)=O)C#N